FC=1C=C(NC2=CC=C(C(=N2)C(=O)NCC(C)(C)C)OC)C=C(C1)F 6-(3,5-difluoroanilino)-N-(2,2-dimethylpropyl)-3-methoxy-pyridine-2-carboxamide